C=CC1(CC1)C=C divinylcyclopropane